[N+](=O)([O-])C1=C(C=CC=C1)NC1=C(C=CC=C1C1=CC=CC=C1)C1=CC=CC=C1 N-(2-nitrophenyl)-[1,1':3',1''-terphenyl]-2'-amine